C[C@]12CC(C[C@](CC1)(N2)C)N(C2=CC=C(N=N2)C2=C(C=C(C=C2)C2=CC(N(C=C2)CF)=O)O)C 4-(4-(6-(((1R,3S,5S)-1,5-dimethyl-8-azabicyclo[3.2.1]octan-3-yl)(methyl)amino)pyridazin-3-yl)-3-hydroxyphenyl)-1-(fluoromethyl)pyridin-2(1H)-one